ethyl 5-bromo-3-chloro-1-(4-methoxybenzyl)-6-oxo-1,6-dihydropyridine-2-carboxylate BrC1=CC(=C(N(C1=O)CC1=CC=C(C=C1)OC)C(=O)OCC)Cl